C1(CC1)C=1C=2N(C=C(C1)C=1N=C3N(C(C1)=O)C=C(C=C3)N3C[C@H](NCC3)C)C=C(N2)C 2-(8-cyclopropyl-2-methylimidazo[1,2-a]pyridin-6-yl)-7-[(3R)-3-methylpiperazin-1-yl]-4H-pyrido[1,2-a]pyrimidin-4-one